(E)-2-(2,3-dibromobutoxy)-4-{2-[4-(2,2,2-trifluoroethoxy)phenylethyl-sulfonyl]ethenyl}phenol BrC(COC1=C(C=CC(=C1)\C=C\S(=O)(=O)CCC1=CC=C(C=C1)OCC(F)(F)F)O)C(C)Br